[Si](C)(C)(C(C)(C)C)OCCC(O)C1(CN(C1)C(=O)OC(C)(C)C)C(=O)OC O1-tert-butyl O3-methyl 3-[3-[tert-butyl(dimethyl)silyl]oxy-1-hydroxy-propyl]azetidine-1,3-dicarboxylate